CS(=O)(=O)N1CC2(C1)CN(C2)C2=NC=C(C=C2)B2OC(C(O2)(C)C)(C)C 2-(methylsulfonyl)-6-(5-(4,4,5,5-tetramethyl-1,3,2-dioxaborolan-2-yl)pyridin-2-yl)-2,6-diazaspiro[3.3]heptane